ClC1=CC(=C(C=N1)N)NCC1=CC=C(C=C1)C=1N(C=C(N1)C(F)(F)F)C 6-chloro-N4-({4-[1-methyl-4-(trifluoromethyl)imidazol-2-yl]phenyl}methyl)pyridine-3,4-diamine